methyl-5-methyl-uridine C[C@@]1([C@H](O)[C@H](O)[C@@H](CO)O1)N1C(=O)NC(=O)C(=C1)C